5-cyclopropoxy-7-fluoroindole C1(CC1)OC=1C=C2C=CNC2=C(C1)F